NC1=C(C=NC2=CC(=CC=C12)Br)NC(CC1N(CCC1)C(=O)[O-])=O 2-(2-((4-amino-7-bromoquinolin-3-yl)amino)-2-oxoethyl)pyrrolidine-1-carboxylate